4-((1-((2,4-dichlorophenyl)sulfonyl)-3-(((thiazol-2-ylmethyl)amino)methyl)azetidin-3-yl)methoxy)-2-fluorobenzonitrile hydrochloride Cl.ClC1=C(C=CC(=C1)Cl)S(=O)(=O)N1CC(C1)(CNCC=1SC=CN1)COC1=CC(=C(C#N)C=C1)F